CN([C@H]1[C@@H](CN(C1)C(=O)OC(C)(C)C)C(=O)OCC)C 1-(tert-butyl) 3-ethyl (3R,4S)-4-(dimethylamino)pyrrolidine-1,3-dicarboxylate